ClC1=CC=C2C(=N1)NC=C2S(=O)(=O)NC2=NC=C(C=C2F)C 6-chloro-N-(3-fluoro-5-methylpyridin-2-yl)-1H-pyrrolo[2,3-b]pyridine-3-sulfonamide